C(#C)C=1C=C(C(=NC1)SC)[N+](=O)[O-] 5-Ethynyl-2-(methylthio)-3-nitropyridine